CC1=CC(N=C(N1)NC(N)=O)=O 3-(6-methyl-4-oxo-1,4-dihydropyrimidin-2-yl)urea